FC=1C=C(C=CC1F)C=1C=C(C=NC1)OC=1C=C(C(=NC1)OC1CCNCC1)S(=O)(=O)C 5-((5-(3,4-difluorophenyl)pyridin-3-yl)oxy)-3-(methylsulfonyl)-2-(piperidin-4-yloxy)pyridine